16-(4-tert-butylphenyl)-12-methyl-4-{1H-pyrrolo[2,3-b]Pyridin-5-yl}-8,11,13,14,16-pentaaza-tetracyclo[8.6.0.02,7.011,15]Hexadec-1(10),2,4,6,8,12,14-heptaene C(C)(C)(C)C1=CC=C(C=C1)N1C2=NN=C(N2C=2C=NC3=CC=C(C=C3C12)C=1C=C2C(=NC1)NC=C2)C